1,2-dibromobutanediol BrC(C(CC)Br)(O)O